NC(CN1CCN(CCN(CCN(CC1)CC(N)=O)CC(N)=O)CC(=O)N)=O 2-[4,7,10-tris(2-amino-2-oxoethyl)-1,4,7,10-tetraazacyclododecane-1-yl]acetamide